2-(4-(2-((3-(Bis((Z)-2-hydroxyoctadec-9-en-1-yl)amino)propyl)disulfaneyl)ethyl)piperazin-1-yl)ethyl 4-(bis(2-hydroxytetradecyl)amino)butanoate OC(CN(CCCC(=O)OCCN1CCN(CC1)CCSSCCCN(CC(CCCCCC\C=C/CCCCCCCC)O)CC(CCCCCC\C=C/CCCCCCCC)O)CC(CCCCCCCCCCCC)O)CCCCCCCCCCCC